tin sulfamic acid S(N)(O)(=O)=O.[Sn]